BrC1=CC2=C(N(C3=C(O2)C=C(C=N3)Br)CCOCCN3CCOCC3)N=C1 3,7-dibromo-10-(2-(2-morpholinoethoxy)ethyl)-10H-dipyrido[3,2-b:2',3'-e][1,4]oxazine